methyl 2-amino-5-nitrobenzoate NC1=C(C(=O)OC)C=C(C=C1)[N+](=O)[O-]